3-((7-(8-ethyl-7-fluoro-3-hydroxynaphthalen-1-yl)-8-fluoro-2-(((2r,7as)-2-fluorohexahydro-1H-pyrrolizin-7a-yl)methoxy)pyrido[4,3-d]pyrimidin-4-yl)amino)azetidine-1-carboxamide C(C)C=1C(=CC=C2C=C(C=C(C12)C1=C(C=2N=C(N=C(C2C=N1)NC1CN(C1)C(=O)N)OC[C@]12CCCN2C[C@@H](C1)F)F)O)F